ethyl phenoxy ether O(C1=CC=CC=C1)OCC